C1(CCC1)NC=1C2=C(N=CN1)C=CC(=N2)C=2C=C(C=CC2)C#C[C@]2(C(N(CC2)C)=O)O (R)-3-((3-(4-(cyclobutylamino)pyrido[3,2-d]pyrimidin-6-yl)phenyl)ethynyl)-3-hydroxy-1-methylpyrrolidin-2-one